6-methoxy-N-((thiazol-5-yl)methyl)-N-ethyl-3-nitropyridin-2-amine COC1=CC=C(C(=N1)N(CC)CC1=CN=CS1)[N+](=O)[O-]